NC1(C(C1)CCO)C 2-(2-amino-2-methylcyclopropyl)ethanol